FC1(CC(C1)COC=1SC(=C2C1CC([C@H]2O)(F)F)S(=O)(=O)C)F (4S)-1-[(3,3-Difluorocyclobutyl)methoxy]-5,5-difluoro-3-methanesulfonyl-4H,5H,6H-cyclopenta[c]thiophen-4-ol